2-butenylbutyldipropylammonium hydroxide [OH-].C(=CCC)C(C[NH+](CCC)CCC)CC